4-(3,4-Dichlorophenoxy)benzaldehyde ClC=1C=C(OC2=CC=C(C=O)C=C2)C=CC1Cl